3-(3-(but-3-yn-1-yl)-3H-diazirin-3-yl)-1-(3-(pyrimidin-2-ylamino)azetidin-1-yl)propan-1-one C(CC#C)C1(N=N1)CCC(=O)N1CC(C1)NC1=NC=CC=N1